O=C1N(CC2=CC(=CC=C12)C(=O)N1C[C@@H](CC1)C1=CC=CC=C1)C1C(NC(CC1)=O)=O 3-(1-oxo-5-((S)-3-phenylpyrrolidine-1-carbonyl)isoindolin-2-yl)piperidine-2,6-dione